N[C@H](C(=O)NC1=CC=CC=C1)[C@@H](C)C1=CC=CC=C1 (2S,3S)-2-Amino-N,3-diphenylbutanamide